2-[3-cyclobutyl-4-(3-fluorophenyl)-6-oxopyridazin-1-yl]-N-[(3R)-1-ethylpiperidin-3-yl]Acetamide C1(CCC1)C1=NN(C(C=C1C1=CC(=CC=C1)F)=O)CC(=O)N[C@H]1CN(CCC1)CC